C(C)OC(=C)C=1C=C(C=C2C(N(C(=NC12)N1CCOCC1)C)=O)F 8-(1-ethoxyvinyl)-6-fluoro-3-methyl-2-morpholinoquinazolin-4(3H)-one